C(#N)C1=CC=C(C=C1)C1=CC=C(C=C1)C1=CC=C(C=C1)CCCC 4-cyano-4''-butyl-p-terphenyl